2-diethylamino-6-methylpyrimidine-4-yl-dimethylcarbamate C(C)N(C1=NC(=CC(=N1)CN(C([O-])=O)C)C)CC